[Na].[Na].C(C)C1=CC2=C(C3=CC=CC=C3C(=C2C=C1)O)O 2-ethyl-9,10-anthracenediol disodium salt